2-(1-acryloyl-4-(7-(7-fluoro-3,4-dihydroquinolin-1(2H)-yl)-2-(6-methyl-2,6-diazaspiro[3.4]octan-2-yl)-5,6,7,8-tetrahydroquinazolin-4-yl)piperazin-2-yl)acetonitrile C(C=C)(=O)N1C(CN(CC1)C1=NC(=NC=2CC(CCC12)N1CCCC2=CC=C(C=C12)F)N1CC2(C1)CN(CC2)C)CC#N